2-(2-bromo-4-(trifluoromethyl)phenyl)-6-(4-((2-methoxyethoxy)methoxy)-3-nitrophenyl)-7,8-dihydro-1,6-naphthyridin-5(6H)-one BrC1=C(C=CC(=C1)C(F)(F)F)C1=NC=2CCN(C(C2C=C1)=O)C1=CC(=C(C=C1)OCOCCOC)[N+](=O)[O-]